FC=1C=C2OCCCNC3=C(C=NN3C2=CC1)C(=O)O 14-fluoro-11-oxa-2,3,7-triazatricyclo[10.4.0.02,6]hexadeca-1(16),3,5,12,14-pentaene-5-carboxylic acid